[Cu-]=[Se] cuprous selenide